tert-butyl N-[4-hydroxy-4-(1,1,2,2,2-pentafluoroethyl)cyclohexyl]carbamate OC1(CCC(CC1)NC(OC(C)(C)C)=O)C(C(F)(F)F)(F)F